BrC(=CCCCCCCC)Br dibromononene